BrC1=C2C(N(C=NC2=CC=C1)CCC(C)(C)C)=O 5-bromo-3-(3,3-dimethylbutyl)quinazolin-4(3H)-one